F[C@@H]1C[C@H](N(C1)C(CC=1N(C2=CC=CC=C2C1)C)=O)C(=O)N[C@@H](C1=CC=CC=C1)C1=NC(=C(C=C1)C1(CC1)C)F (2S,4R)-4-fluoro-N-[(S)-[6-fluoro-5-(1-methylcyclopropyl)pyridin-2-yl](phenyl)methyl]-1-[2-(1-methyl-1H-indol-2-yl)acetyl]pyrrolidine-2-carboxamide